phenyl-(3-methoxy-4-(4-methyl-1H-imidazol-1-yl)phenyl)methanone C1(=CC=CC=C1)C(=O)C1=CC(=C(C=C1)N1C=NC(=C1)C)OC